ClC1=C(C=CC(=C1)N1CCN(CC1)C)NC1=NC2=CC=CC=C2C=N1 2-((2-chloro-4-(4-methylpiperazin-1-yl)phenyl)amino)quinazolin